ClC1=C(C(=O)N)C=CC=N1 L-2-chloronicotinamide